P(O)(O)OC=1C(=C(C=CC1)C1(C(C=CC=C1)C)C)C=1C(=CC=CC1)OP(O)O xylenyl-2,2'-biphenol bisphosphite